tert-Butyl N-[2-[5-[1-benzyloxy-2,2,2-trifluoro-1-[[(4S)-4-hydroxypentoxy]methyl]ethyl]-1,3,4-oxadiazol-2-yl]-6-hydroxy-5-(trifluoromethyl)-3-pyridyl]-N-tert-butoxycarbonyl-carbamate C(C1=CC=CC=C1)OC(C(F)(F)F)(COCCC[C@H](C)O)C1=NN=C(O1)C1=NC(=C(C=C1N(C(OC(C)(C)C)=O)C(=O)OC(C)(C)C)C(F)(F)F)O